C1(=CC=CC=C1)NC(=O)C1=NN(C(C=C1C)=O)C1=CC(=C(C=C1)OC1=CC=NC2=CC(=C(C=C12)OC)OCCCN1CCOCC1)F N-phenyl-1-{3-fluoro-4-[6-methoxy-7-(3-morpholinopropoxy)quinoline-4-oxy]phenyl}-4-methyl-6-oxo-1,6-dihydropyridazine-3-carboxamide